NC=1C=NN(C1C1=NC=CC(=C1)[C@H](CC=C)NC(OC(C)(C)C)=O)C(F)F (S)-tert-butyl (1-(2-(4-amino-1-(difluoromethyl)-1H-pyrazol-5-yl)pyridin-4-yl)but-3-en-1-yl)carbamate